C(C)C=1N=C(NC1)C1=C(C=CC(=C1)OC)O ethyl-2-(2-hydroxy-5-methoxyphenyl)imidazole